CN(C(=O)NC1=CC=CC=C1)C 1,1-Dimethyl-3-phenylurea